CC(=C[SiH2]Cl)C dimethylvinylchlorosilane